C(C)(C)(C)OC(=O)N1C[C@H]([C@@H](C1)CO)O.C(#N)N1C[C@H](CC1)C(=O)NC1=NC=CC(=C1)C1=CC(=NC=C1)NC (S)-1-cyano-N-(2'-(methylamino)-[4,4'-bipyridyl]-2-yl)pyrrolidine-3-carboxamide tert-butyl-(3S,4S)-3-hydroxy-4-(hydroxymethyl)pyrrolidine-1-carboxylate